NC(C/C=C/CCC(=O)O)C (E)-7-amino-4-octenoic acid